C(#N)C=1C=CC=C2C(=C(NC12)C)OC(=O)N1CCC1 7-cyano-2-methylindole-3-yl-azetidine-carboxylate